ethyl 3-hydrazineyl-1-methylcyclobutane-1-carboxylate N(N)C1CC(C1)(C(=O)OCC)C